C(C)N(CCC1CCC2=C(C(C=3C=CC=CC3C2=O)=O)CC1)CC 8-(2-(diethylamino)ethyl)-7,8,9,10-tetrahydro-5H-cyclohepta[b]naphthalene-5,11(6H)-dione